NC1=C(N=CC2=C(C=CC=C12)C=1C=NC=C(C1)OC)C(=O)NCCC 4-amino-8-(5-methoxypyridin-3-yl)-N-propylisoquinoline-3-carboxamide